COC1=C(C=CC=2CC3N(CCC=4C=CC5=C(C34)NC(CO5)=O)CC12)OC 11,12-Dimethoxy-3,7,8,10,15,15a-hexahydroisoquinolino[3,2-a][1,4]oxazino[2,3-h]isoquinoline-2(1H)-one